ClC1=C(C(=O)N[C@H](C(=O)O)CCN(CCCCC2=NC=3NCCCC3C=C2)CCOCC(F)F)C(=CN=C1)F (S)-2-(3-chloro-5-fluoroisonicotinamido)-4-((2-(2,2-difluoroethoxy)ethyl)(4-(5,6,7,8-tetrahydro-1,8-naphthyridin-2-yl)butyl)amino)butanoic acid